C[N+]=1CN(C=CC1)C 1,3-dimethylpyrimidinium